3-bromo-5-(hydroxymethyl)-2-methoxybenzoic acid methyl ester COC(C1=C(C(=CC(=C1)CO)Br)OC)=O